methyl 2-(chloromethyl)-4-fluoro-3-[(2S)-oxetan-2-ylmethyl]-1,3-benzodiazole-5-carboxylate ClCC=1N(C2=C(N1)C=CC(=C2F)C(=O)OC)C[C@H]2OCC2